N-(2-((2-(dimethylamino)ethyl)(methyl)amino)-4-methoxy-5-((4-(1-methyl-1H-indol-3-yl)pyrimidin-2-yl)amino)phenyl)-2,3,4,5-tetrafluoro-6-methoxybenzenesulfonamide CN(CCN(C1=C(C=C(C(=C1)OC)NC1=NC=CC(=N1)C1=CN(C2=CC=CC=C12)C)NS(=O)(=O)C1=C(C(=C(C(=C1OC)F)F)F)F)C)C